1-(4-(3-(5-(1H-tetrazol-5-yl)benzo[c]isoxazol-3-yl)phenoxy)piperidin-1-yl)ethan-1-one N1N=NN=C1C1=CC=2C(=NOC2C=2C=C(OC3CCN(CC3)C(C)=O)C=CC2)C=C1